C(C)(C)(C)OC(=O)N1CCC(C2=CC=CC(=C12)OC)N1C(N(C2=NC(=NC=C2C1)NC1=CC=C(C=C1)N1CCN(CC1)C)C)=O 8-methoxy-4-[1-methyl-7-[4-(4-methylpiperazin-1-yl)anilino]-2-oxo-4H-pyrimido[4,5-d]pyrimidin-3-yl]-2,3-dihydroquinoline-1-carboxylic acid tert-butyl ester